(2-(ethoxymethoxy)-3-(4,4,5,5-tetramethyl-1,3,2-dioxaborolan-2-yl)-5-(2,4,4-trimethylpent-2-yl)phenyl)trimethylsilane C(C)OCOC1=C(C=C(C=C1B1OC(C(O1)(C)C)(C)C)C(C)(CC(C)(C)C)C)[Si](C)(C)C